O1C=CC2=C1C=C(C=C2)C=2C(=NC(=NC2)Cl)Cl 5-(benzofuran-6-yl)-2,4-dichloropyrimidine